2-PHENYL-1H-IMIDAZOLE-5-CARBALDEHYDE C1(=CC=CC=C1)C=1NC(=CN1)C=O